BrC1=C(C=CC(=C1)F)N1N=CC=2C1=NC(=NC2Cl)Cl 1-(2-bromo-4-fluoro-phenyl)-4,6-dichloro-pyrazolo[3,4-d]pyrimidine